2-(3,4-dimethyl-2,6-dioxopyrimidin-1-yl)-3-methoxypropanoic acid CN1C(N(C(C=C1C)=O)C(C(=O)O)COC)=O